methyl-2',3'-dihydrospiro[cyclobutane-1,1'-pyrrolo[2,3-c]quinolin]-2'-one CN1C(C2(C3=C1C=NC=1C=CC=CC31)CCC2)=O